zinc perchlorate Cl(=O)(=O)(=O)[O-].[Zn+2].Cl(=O)(=O)(=O)[O-]